3-dodecyloxy-2-hydroxypropyl-bis(3-hydroxypropyl)amine oxide C(CCCCCCCCCCC)OCC(C[N+](CCCO)(CCCO)[O-])O